Cl.C1(=CC=C(C=C1)CNCCCNCCCNCC(C)C)C1=CC(=CC=C1)C1=CC=C(C=C1)CNCCCNCCCNCC(C)C N1,N1'-([1,1':3',1''-terphenyl]-4,4''-diylbis(methylene))bis(N3-(3-(isobutylamino)propyl)propane-1,3-diamine), hydrochloride salt